3-benzylsulfanylthiocarbonyl-sulfanyl-propionic acid C(C1=CC=CC=C1)SC(=S)CC(C(=O)O)S